5'-methyl-4-pentyl-2'-(prop-1-en-2-yl)-3-(pyridin-4-yl)-1',2',3',4'-tetrahydro-[1,1'-biphenyl] CC=1CCC(C(C1)C1=CC(=C(C=C1)CCCCC)C1=CC=NC=C1)C(=C)C